(R or S)-7-(Aminomethyl)-2-(1-cyclopropyl-2-hydroxy-2-methylpropyl)isoindolin-1-one NCC=1C=CC=C2CN(C(C12)=O)[C@@H](C(C)(C)O)C1CC1 |o1:12|